C(#N)C1=NC=CC(=C1)C1=CN=C(O1)C(=O)N1C2C(CC1)C(N(C2)C#N)C 1-(5-(2-CYANOPYRIDIN-4-YL)OXAZOLE-2-CARBONYL)-4-METHYLHEXAHYDROPYRROLO[3,4-B]PYRROLE-5(1H)-CARBONITRIL